(1-Benzylpiperidin-4-yl)-N-(2-fluorophenyl)-2-furoamide C(C1=CC=CC=C1)N1CCC(CC1)C1=C(OC=C1)C(=O)NC1=C(C=CC=C1)F